N,N-Dimethylaminoacetate CN(C)CC(=O)[O-]